C(C)(=O)O[C@H]1[C@H](O[C@@H]([C@@H]([C@H]1N1N=NC(=C1)C1=CC(=C(C(=C1)F)F)F)OC(C)=O)CC=C)COC(C)=O (2R,3R,4R,5R,6R)-2-(acetoxymethyl)-6-allyl-4-(4-(3,4,5-trifluorophenyl)-1H-1,2,3-triazol-1-yl)tetrahydro-2H-pyran-3,5-diyl diacetate